ethyl 2-(4-amino-3-fluorophenyl)-3-((tert-butyldimethylsilyl)oxy)propanoate NC1=C(C=C(C=C1)C(C(=O)OCC)CO[Si](C)(C)C(C)(C)C)F